2-(1-methyl-1,2,3,6-tetrahydropyridin-4-yl)-6-(2-methyl-2H-indazol-5-yl)thiazolo[5,4-d]pyrimidin-7(6H)-one CN1CCC(=CC1)C=1SC=2N=CN(C(C2N1)=O)C1=CC2=CN(N=C2C=C1)C